CC1=NN(C(=C1N1C(C2=CC=C(C=C2CC1)OC(F)(F)F)=O)C)C1=C(C=C(C=C1)\C=N\NC(=S)NC1=C(C=CC(=C1)C)C(C)C)F 1-[(E)-[4-[3,5-dimethyl-4-[1-oxo-6-(trifluoromethoxy)-3,4-dihydroisoquinolin-2-yl]pyrazol-1-yl]-3-fluoro-phenyl]methyleneamino]-3-(2-isopropyl-5-methyl-phenyl)thiourea